C(CCCCCC)C(CC1=CSC=C1)CCCCCCCCC 3-(2-heptylundecyl)thiophene